1-benzyl-3,4-dimethyl-2-oxo-N-(2,4,6-trifluorobenzyl)-1,2,3,4-tetrahydroquinazoline-7-carboxamide C(C1=CC=CC=C1)N1C(N(C(C2=CC=C(C=C12)C(=O)NCC1=C(C=C(C=C1F)F)F)C)C)=O